C1(CC1)OC=1C=CC=C2C(=C(C(N(C12)C)=O)C#N)N1CCC(CC1)(C=1OC2=C(N1)C=C(C=C2)C)C 8-(cyclopropyloxy)-1-methyl-4-[4-methyl-4-(5-methyl-1,3-benzoxazol-2-yl)piperidin-1-yl]-2-oxo-1,2-dihydroquinoline-3-carbonitrile